methyl 2-(2-bromomethylphenyl)-2-methoxyiminoacetate BrCC1=C(C=CC=C1)C(C(=O)OC)=NOC